NCC(C1=CC=CC=C1)N1N=C(C(=C1C)C1=C(C(=NC=N1)N)C1=CC=C(C=C1)Cl)C 6-[1-(2-Amino-1-phenylethyl)-3,5-dimethyl-1H-pyrazol-4-yl]-5-(p-chlorophenyl)-4-pyrimidinamine